FC1=CC=C(C=C1)C1=NN2C(COC(C2)C(F)(F)F)=C1B1OC(C(O1)(C)C)(C)C 2-(4-Fluorophenyl)-3-(4,4,5,5-tetramethyl-1,3,2-dioxaborolan-2-yl)-6-(trifluoromethyl)-6,7-dihydro-4H-pyrazolo[5,1-c][1,4]oxazine